tricyclohexyl-1,3,5-benzenetrimethanamide C1(CCCCC1)C1=C(C(=C(C(=C1C(=O)N)C1CCCCC1)C(=O)N)C1CCCCC1)C(=O)N